7-((4-((2-(dimethylphosphoryl)phenyl)amino)-5-(trifluoromethyl)pyrimidin-2-yl)amino)benzofuran CP(=O)(C)C1=C(C=CC=C1)NC1=NC(=NC=C1C(F)(F)F)NC1=CC=CC=2C=COC21